OC1C(CC1)O 1,2-dihydroxycyclobutane